2-[5-[[5-chloro-4-(3-phenylphenyl)pyrimidin-2-yl]amino]-3-pyridyl]-8-[2-[4-hydroxy-1-(4-nitrophenyl)-4-piperidyl]acetyl]-2,8-diazaspiro[4.5]decan-1-one ClC=1C(=NC(=NC1)NC=1C=C(C=NC1)N1C(C2(CC1)CCN(CC2)C(CC2(CCN(CC2)C2=CC=C(C=C2)[N+](=O)[O-])O)=O)=O)C2=CC(=CC=C2)C2=CC=CC=C2